C1=CC(OC(=O)C)=C2C=3[C@@]45[C@@H](O2)[C@@H](OC(=O)C)C=C[C@H]4[C@@H](CC13)N(C)CC5 diamorphine